[Si](C1=CC=CC=C1)(C1=CC=CC=C1)(C(C)(C)C)OC1CN(CC1)[C@@H]1CN(CCC1)C(=O)OCC1=CC=CC=C1 benzyl (3S)-3-[3-[tert-butyl(diphenyl)silyl]oxypyrrolidin-1-yl]piperidine-1-carboxylate